6-(2,2-Difluorocyclopropane-1-carboxamido)-4-((3-isopropoxy-5-(1-isopropyl-1H-pyrazol-4-yl)pyridin-2-yl)amino)-N-methylpyridazine-3-carboxamide FC1(C(C1)C(=O)NC1=CC(=C(N=N1)C(=O)NC)NC1=NC=C(C=C1OC(C)C)C=1C=NN(C1)C(C)C)F